4-(2-(5-(6-Hydroxy-2,5,7,8-tetramethyl-2,3-dihydrobenzo[b][1,4]oxathiin-2-yl)isoxazol-3-yl)ethyl)benzene-1,2-diol OC1=C(C2=C(OC(CS2)(C)C2=CC(=NO2)CCC=2C=C(C(=CC2)O)O)C(=C1C)C)C